NC1=NC(=NN1C(=O)C1=CC=C(C=C1)NC(C1=CC(=CC(=C1)C)C)=O)C1=NC=CC=C1 N-(4-(5-amino-3-(pyridin-2-yl)-1H-1,2,4-triazole-1-carbonyl)phenyl)-3,5-dimethylbenzamide